FC1(C(C(C(C1F)(F)F)(F)F)(F)F)CO 1,2,2,3,3,4,4,5-octafluorocyclopentanemethanol